(R)-2,2,2-trifluoro-1-(3-fluoropyridin-2-yl)ethan-1-amine hydrochloride Cl.FC([C@H](N)C1=NC=CC=C1F)(F)F